(S,E)-7-(Dimethylamino)-1-((1-((7-fluoro-4-neopentyl-1H-benzo[d]imidazol-2-yl)methyl)-2-oxo-1,2-dihydropyridin-3-yl)amino)-1,7-dioxohept-5-en-2-yl-dimethylcarbamat CN(C(/C=C/CC[C@H](C(=O)NC=1C(N(C=CC1)CC1=NC2=C(N1)C(=CC=C2CC(C)(C)C)F)=O)CN(C([O-])=O)C)=O)C